5-(4-(2-methylpropylthio)piperazin-1-yl)imidazo[1,5-a]pyridine-7-sulfonamide CC(CSN1CCN(CC1)C1=CC(=CC=2N1C=NC2)S(=O)(=O)N)C